C(C1=CC=CC=C1)NC1=C2N=CN(C2=NC=N1)[C@H]1[C@@H](O)[C@H](O)[C@H](O1)CO 6-(benzylamino)-9-β-D-arabinofuranosylpurine